ClC=1C=C(C=CC1F)NC(=O)C=1N(C=C2C1CCC2NC(OCC=2N=NNC2)=O)C (1H-1,2,3-triazol-4-yl)methyl (1-((3-chloro-4-fluorophenyl)carbamoyl)-2-methyl-2,4,5,6-tetrahydrocyclopenta[c]pyrrol-4-yl)carbamate